BrC=1N(C=C(N1)[N+](=O)[O-])CC(=O)NCC1=CC=C(C=C1)OC 2-(2-bromo-4-nitro-1H-imidazol-1-yl)-N-(4-methoxybenzyl)acetamide